C(#N)C(C(=O)O)CCCCCCCCC cyano-1-undecanoic acid